ethyl 5-(9H-carbazol-2-yl)-1-((2-(trimethylsilyl)ethoxy)methyl)-1H-1,2,3-triazole-4-carboxylate C1=C(C=CC=2C3=CC=CC=C3NC12)C1=C(N=NN1COCC[Si](C)(C)C)C(=O)OCC